CN(S(=O)(=O)N1N=CC(=C1)C(C(=O)OCC)C)C ethyl 2-[1-(dimethylsulfamoyl)-1H-pyrazol-4-yl]propanoate